tert-butyl (1-(6-(4-cyano-3-fluorophenyl)-4-((7-oxo-7-(((tetrahydro-2H-pyran-2-yl)oxy)amino)heptyl)oxy)pyridin-2-yl)piperidin-4-yl)carbamate C(#N)C1=C(C=C(C=C1)C1=CC(=CC(=N1)N1CCC(CC1)NC(OC(C)(C)C)=O)OCCCCCCC(NOC1OCCCC1)=O)F